6-((1,4-Dioxan-2-yl)methoxy)-4-(benzyloxy)-3-ethyl-2-((4-((4-methoxybenzyl)oxy)phenyl)ethynyl)pyridine O1C(COCC1)COC1=CC(=C(C(=N1)C#CC1=CC=C(C=C1)OCC1=CC=C(C=C1)OC)CC)OCC1=CC=CC=C1